Cl.O=C1C=CC=2C(=CC=NC2N1)C1=CC=C(C=C1)C(C)NS(=O)=O N-(1-(4-(7-oxo-7,8-dihydro-1,8-naphthyridin-4-yl)phenyl)ethyl)sulfonamide hydrochloride